CC1=C(C=2N(N=C1N1CC=3C=C(C=NC3CC1)C1=C(C(=CC(=C1)F)F)F)C(C=CN2)=O)C 8,9-dimethyl-7-(3-(2,3,5-trifluorophenyl)-7,8-dihydro-1,6-naphthyridin-6(5H)-yl)-4H-pyrimido[1,2-b]pyridazin-4-one